5-(2,7-dimethyl-2H-indazol-5-yl)-2-(piperidin-4-yl)[1,3]thiazolo[5,4-d]pyrimidine hydrochloride Cl.CN1N=C2C(=CC(=CC2=C1)C=1N=CC2=C(N1)SC(=N2)C2CCNCC2)C